(R)-2,2,2-trifluoroethyl 2-((1-(2-fluorophenyl)ethyl)(methyl)amino)-2-oxoacetate FC1=C(C=CC=C1)[C@@H](C)N(C(C(=O)OCC(F)(F)F)=O)C